3-(8-bromo-5-hydroxy-2-oxo-3-octenyl)-4(3H)-quinazolinone BrCCCC(C=CC(CN1C=NC2=CC=CC=C2C1=O)=O)O